FC1(CC2(CN(C2)CC2=CC=C(CNC3=C4C(N(C(C4=CC=C3)=O)C3C(NC(CC3)=O)=O)=O)C=C2)C1)F 4-(4-((6,6-difluoro-2-azaspiro[3.3]heptan-2-yl)methyl)benzylamino)-2-(2,6-dioxopiperidin-3-yl)isoindoline-1,3-dione